CC1(C(N(C=2C1=NC=CC2)C=2C=NC=C(C2)C=C2OC(C1=CC=CC=C21)=O)=O)C 3,3-Dimethyl-1-(5-((3-oxoisobenzofuran-1(3H)-ylidene)methyl)pyridin-3-yl)-1,3-dihydro-2H-pyrrolo[3,2-b]pyridin-2-one